(S)-4,5,7,8-tetramethyl-2-(((1R,3R)-3-(3,4,5-trifluorophenoxy)cyclopentyl)amino)-7,8-dihydropteridin-6(5H)-one CC1=NC(=NC=2N([C@H](C(N(C12)C)=O)C)C)N[C@H]1C[C@@H](CC1)OC1=CC(=C(C(=C1)F)F)F